ClC=1C=NC(=C(C(=O)NC2CCOC3=C(C=CC=C23)F)C1)OC 5-chloro-N-(8-fluorochroman-4-yl)-2-methoxynicotinamide